N1(N=CC=C1)C=1C=C(CN(C=2SC=C(N2)CN2CCOCC2)CC2=CC(=CC=C2)OC)C=CC1 N-(3-(1H-pyrazol-1-yl)benzyl)-N-(3-methoxybenzyl)-4-(morpholinomethyl)thiazol-2-amine